(1S,2S,5R)-N-((R)-1-cyano-2-((S)-2-oxopyrrolidin-3-yl)ethyl)-3-(9-hydroxy-9H-fluorene-9-carbonyl)-6,6-dimethyl-3-azabicyclo[3.1.0]hexane-2-carboxamide C(#N)[C@@H](C[C@H]1C(NCC1)=O)NC(=O)[C@@H]1[C@@H]2C([C@@H]2CN1C(=O)C1(C2=CC=CC=C2C=2C=CC=CC12)O)(C)C